(2R)-2-({8-[(3beta)-cholest-5-en-3-yloxy]octyl}oxy)-N,N-dimethyl-3-[(9Z,12Z)-octadec-9,12-dien-1-yloxy]propan-1-amine CC(C)CCC[C@@H](C)[C@H]1CC[C@H]2[C@@H]3CC=C4C[C@H](CC[C@]4(C)[C@H]3CC[C@]12C)OCCCCCCCCO[C@H](CN(C)C)COCCCCCCCC\C=C/C\C=C/CCCCC